N-[(1R)-2-hydroxy-1-phenylethyl]-1-[4-(5-{2-[3-(trifluoromethoxy)phenyl]acetamido}-1,3,4-thiadiazol-2-yl)butyl]-1H-1,2,3-triazole-4-carboxamide OC[C@@H](C1=CC=CC=C1)NC(=O)C=1N=NN(C1)CCCCC=1SC(=NN1)NC(CC1=CC(=CC=C1)OC(F)(F)F)=O